tert-butyl (3R)-4-(4-(2,6-dioxo-1-((2-(trimethylsilyl)ethoxy)methyl)piperidin-3-yl)-3,5-difluorophenyl)-3-methylpiperazine-1-carboxylate O=C1N(C(CCC1C1=C(C=C(C=C1F)N1[C@@H](CN(CC1)C(=O)OC(C)(C)C)C)F)=O)COCC[Si](C)(C)C